COC1=CC(=NC=C1C#N)C1=NC=CC=C1 4-methoxy-[2,2'-bipyridine]-5-carbonitrile